5-acrylamidohexahydro-1,3,5-triazine C(C=C)(=O)NN1CNCNC1